C(C)(C)(C)OC(=O)N1CCN(CC1)CC#CCOC1=C(C(=CC(=C1)C(N)=O)[N+](=O)[O-])Cl 4-(4-(5-carbamoyl-2-chloro-3-nitrophenoxy)but-2-yn-1-yl)piperazine-1-carboxylic acid tert-butyl ester